ClC1=CC(=NC=C1)N1C=C(C2=C1N=CN=C2N2[C@H](CN(CC2)C(=O)OC(C)(C)C)C)N(C(C)=O)CCOC tert-Butyl (S)-4-(7-(4-chloropyridin-2-yl)-5-(N-(2-methoxyethyl)acetamido)-7H-pyrrolo[2,3-d]pyrimidin-4-yl)-3-methylpiperazine-1-carboxylate